2-((2S,4S)-1-(but-2-ynoyl)-4-(8-chloro-7-(5,6-dimethyl-1H-indazol-4-yl)-6-fluoro-4-(((S)-1-methylpyrrolidin-2-yl)methoxy)-1H-pyrazolo[4,3-c]quinolin-1-yl)piperidin-2-yl)acetonitrile C(C#CC)(=O)N1[C@@H](C[C@H](CC1)N1N=CC=2C(=NC=3C(=C(C(=CC3C21)Cl)C2=C1C=NNC1=CC(=C2C)C)F)OC[C@H]2N(CCC2)C)CC#N